C(C)(=O)C1=NN(C2=CC=C(C=C12)C=1C=NC=2N(C1)N=C(C2)F)CC(=O)O (3-acetyl-5-(2-fluoropyrazolo[1,5-a]pyrimidin-6-yl)-1H-indazol-1-yl)acetic acid